methyl-8-(2-{11-[(dimethylamino)methyl]heptadecyl}cyclopropyl)octanoate COC(CCCCCCCC1C(C1)CCCCCCCCCCC(CCCCCC)CN(C)C)=O